NCCOCCOCCOCCNC1=C(C=CC(=C1)Cl)CCN1[C@@H]([C@H](N(CC1=O)C)C(=O)OC)C1=CC2=CC=CC=C2C=C1 methyl (2S,3R)-4-{2-[2-(2-{2-[2-(2-aminoethoxy)ethoxy] ethoxy}ethylamino)-4-chlorophenyl]ethyl}-1-methyl-3-(2-naphthyl)-5-oxo-2-piperazinecarboxylate